(S)-6-benzyl-3-(3-chloro-4-methoxyphenyl)-1-toluenesulfonyl-1,4,5,6-tetrahydropyridazine C(C1=CC=CC=C1)[C@@H]1CCC(=NN1S(=O)(=O)CC1=CC=CC=C1)C1=CC(=C(C=C1)OC)Cl